C1(CCCCC1)CCCCC#N 5-cyclohexylvaleronitrile